ClC=1C(=NC(=NC1)N1[C@H]([C@H](NCC1)C)C)N1CC(C1)C(=O)NC(C)(C)C1=CN=C2N1C=CC=C2 1-{5-chloro-2-[(2s,3r)-2,3-dimethylpiperazin-1-yl]pyrimidin-4-yl}-N-(2-{imidazo[1,2-a]pyridin-3-yl}propan-2-yl)azetidine-3-carboxamide